C(CC)C(COC(C=1C(C(=O)O)=CC=CC1)=O)CCCCC phthalic acid (2-propyl-1-heptyl) ester